tert-butyl 2-(2-bromothiazol-4-yl)pyrrolidine-1-carboxylate BrC=1SC=C(N1)C1N(CCC1)C(=O)OC(C)(C)C